FC(CN1C(=CC(=C1C)S(=O)(=O)C=1C=C2C=NN(C2=CC1)COCC[Si](C)(C)C)C(=O)OCC)F ethyl 1-(2,2-difluoroethyl)-5-methyl-4-[1-(2-trimethylsilylethoxymethyl)indazol-5-yl]sulfonyl-pyrrole-2-carboxylate